N1=C(C=CC=C1)C=1N=NN(C1)C1CC2(COC1)C(NC1=CC=CC=C12)=O 5'-(4-(Pyridin-2-yl)-1H-1,2,3-triazol-1-yl)-2',4',5',6'-tetrahydrospiro[indoline-3,3'-pyran]-2-one